7-(2-(2,6-dioxopiperidin-3-yl)-1,3-dioxoisoindolin-4-yl)hept-6-ynal O=C1NC(CCC1N1C(C2=CC=CC(=C2C1=O)C#CCCCCC=O)=O)=O